ClC=1C(=CC(=NC1)NC(C)C)C=1C=C2N(CCCN(C2=O)CC2=C(C=C(C(=C2)F)F)CO)C1 8-(5-chloro-2-(isopropylamino)pyridin-4-yl)-2-(4,5-difluoro-2-(hydroxymethyl)benzyl)-2,3,4,5-tetrahydro-1h-pyrrolo[1,2-a][1,4]diazepine-1-one